(2S)-2-(4,4-difluoro-3-(1-(2-(methylsulfonyl)ethyl)-6-oxo-1,6-dihydropyridin-3-yl)piperidin-1-yl)-N-(5-fluoropyridin-2-yl)propanamide FC1(C(CN(CC1)[C@H](C(=O)NC1=NC=C(C=C1)F)C)C1=CN(C(C=C1)=O)CCS(=O)(=O)C)F